6-bromo-2-(2,2-dimethyltetrahydro-2H-pyran-4-yl)-1,4-dihydroquinazoline BrC=1C=C2CN=C(NC2=CC1)C1CC(OCC1)(C)C